CN(C(SSC(N(C)C)=S)=S)C TETRAMETHYL-THIURAM DISULFIDE